C(#N)C=1C(=C(C=C(C1)CC1=C(C=CC=C1Cl)Cl)C(CCC(=O)O)=O)O 4-[3-Cyano-5-(2,6-dichloro-benzyl)-2-hydroxy-phenyl]-4-oxo-butyric acid